5,15,17-trimethylheptatriacontane CC(CCCC)CCCCCCCCCC(CC(CCCCCCCCCCCCCCCCCCCC)C)C